methyl 2-cyclopropyl-5-ethoxy-4-((3-oxo-2-(4-(4-ureidobutyl)phenyl)-2,8-diazaspiro[4.5]decan-8-yl)methyl)benzoate C1(CC1)C1=C(C(=O)OC)C=C(C(=C1)CN1CCC2(CC(N(C2)C2=CC=C(C=C2)CCCCNC(=O)N)=O)CC1)OCC